CC1=CC(=C(C=C1C)[N+](=O)[O-])C2=CC=C(O2)/C=C\\3/C(=NN(C3=O)C4=CC=C(C=C4)C(=O)O)C The molecule is a pyrazolone that is 5-methyl-4-methylene-2-(p-carboxyphenyl)-2,4-dihydro-3H-pyrazol-3-one in which the exocyclic carbon of the methylene group is attached to a 5-(4,5-dimethyl-2-nitrophenyl)furan-2-yl group by a single bond. C646 is a potent, cell permeable and selective competitive inhibitor of p300 and CBP (p300/CBP) histone acetyltransferases. It has a role as an EC 2.3.1.48 (histone acetyltransferase) inhibitor, an apoptosis inducer and a radiosensitizing agent. It is a member of furans, a biaryl, a pyrazolone, a member of benzoic acids and a C-nitro compound.